BrC=1C(=NN2C1N=CC=C2C(=O)N[C@@H]2C[C@@H](C2)OC(F)(F)F)COC 3-Bromo-2-(methoxymethyl)-N-[cis-3-(trifluoromethoxy)cyclobutyl]pyrazolo[1,5-a]pyrimidine-7-carboxamide